N-((4-Benzylmorpholin-2-yl)methyl)-2-((3-(2,6-dioxopiperidin-3-yl)-1-methyl-1H-indazol-7-yl)oxy)acetamide C(C1=CC=CC=C1)N1CC(OCC1)CNC(COC=1C=CC=C2C(=NN(C12)C)C1C(NC(CC1)=O)=O)=O